N4-(benzoxazolin-2-on-5-yl)-N2-[3-trifluoromethyl-4-(4-ethylpiperazin-1-yl)phenyl]-5-methylpyrimidine-2,4-diamine O1C(NC2=C1C=CC(=C2)NC2=NC(=NC=C2C)NC2=CC(=C(C=C2)N2CCN(CC2)CC)C(F)(F)F)=O